Difluoro[6-fluoro-4-methyl-2-oxo-5-(trifluoromethyl)-1H-quinolin-3-yl]acetic acid FC(C(=O)O)(C=1C(NC2=CC=C(C(=C2C1C)C(F)(F)F)F)=O)F